(4-(2-(aminomethyl)morpholine-4-carbonyl)piperidin-1-yl)(4-((3-(3-fluoro-4-methoxyphenyl)imidazo[1,2-a]pyrazin-8-yl)amino)-2-methylphenyl)methanone hydrochloride Cl.NCC1CN(CCO1)C(=O)C1CCN(CC1)C(=O)C1=C(C=C(C=C1)NC=1C=2N(C=CN1)C(=CN2)C2=CC(=C(C=C2)OC)F)C